CC1=C(C2=C(N=C(N=C2)NC2=CC=C(C=C2)N2CCN(CC2)C)N(C1=O)CC=1OC=CN1)C#C[Si](C(C)C)(C(C)C)C(C)C 6-methyl-2-{[4-(4-methylpiperazin-1-yl)phenyl]amino}-8-(1,3-oxazol-2-ylmethyl)-5-[2-(triisopropylsilyl)ethynyl]pyrido[2,3-d]pyrimidin-7-one